N-(3-chlorophenethyl)-2-ethyl-6-methylthieno[2,3-d]pyrimidin-4-amine ClC=1C=C(CCNC=2C3=C(N=C(N2)CC)SC(=C3)C)C=CC1